5-(4-cyclopropyl-6-methoxypyrimidin-5-yl)-3-(4-(1-methyl-4-(trifluoromethyl)-1H-imidazol-2-yl)benzyl)-2-((2-(trimethylsilyl)ethoxy)methyl)-2H-pyrazolo[3,4-c]pyridine C1(CC1)C1=NC=NC(=C1C1=CC=2C(C=N1)=NN(C2CC2=CC=C(C=C2)C=2N(C=C(N2)C(F)(F)F)C)COCC[Si](C)(C)C)OC